4-methoxy-N,N-dibenzyl-aniline COC1=CC=C(N(CC2=CC=CC=C2)CC2=CC=CC=C2)C=C1